3-(4-chlorophenyl)-N-(4-cyclopropyl-3-(pyridin-4-yl)-1H-pyrazol-5-yl)propanamide ClC1=CC=C(C=C1)CCC(=O)NC1=C(C(=NN1)C1=CC=NC=C1)C1CC1